CC(C)COCNC(=O)C=C N-(isobutoxymethyl)acrylamide